1,2-bis(2-chloroethoxy)ethane ClCCOCCOCCCl